COC(=O)C=1OC2=C(C1NCCNC(=O)OC(C)(C)C)C=C(C=C2)C(F)(F)F 3-((2-((tert-Butoxycarbonyl)amino)ethyl)amino)-5-(trifluoromethyl)benzofuran-2-carboxylic acid methyl ester